5-((4-((5-Cyclopropyl-3-(3,5-dichloropyridin-4-yl)isoxazol-4-yl)methoxy)bicyclo[2.2.2]octan-1-yl)methoxy)-1-ethyl-4-fluoro-1H-pyrazol C1(CC1)C1=C(C(=NO1)C1=C(C=NC=C1Cl)Cl)COC12CCC(CC1)(CC2)COC2=C(C=NN2CC)F